6-bromo-2',3',5',6'-tetrahydrospiro[indoline-3,4'-thiopyran]-2-one BrC1=CC=C2C(=C1)NC(C21CCSCC1)=O